N1=CC(=CC=C1)C1=CC(=NO1)C1=C(C=CC=C1)O (5-(pyridine-3-yl)isoxazol-3-yl)phenol